methyl 5-fluorobenzofuran-2-carboxylate FC=1C=CC2=C(C=C(O2)C(=O)OC)C1